4-(4-amino-3-(hydroxymethyl)-phenoxy)benzonitrile NC1=C(C=C(OC2=CC=C(C#N)C=C2)C=C1)CO